[F].[Sc] Scandium Fluorine